NCCCCCCCCCCC1=CC2=C(N(C(N2C)=O)C2C(NC(CC2)=O)=O)C=C1 3-[5-(10-aminodecyl)-3-methyl-2-oxo-benzimidazol-1-yl]piperidine-2,6-dione